2,6-bis(3-bromophenyl)pyridine BrC=1C=C(C=CC1)C1=NC(=CC=C1)C1=CC(=CC=C1)Br